ClC1=CC=C(OCCOC(C=C)=O)C=C1.FC1=C(C(=C(C(=C1[B-](C1=C(C(=C(C(=C1F)F)F)F)F)(C1=C(C(=C(C(=C1F)F)F)F)F)C1=C(C(=C(C(=C1F)F)F)F)F)F)F)F)F.C(C)(=O)C1=CC=C(C=C1)C1=CC=C(C=C1)S[S+](SC1=CC=C(C=C1)C1=CC=C(C=C1)C(C)=O)SC1=CC=C(C=C1)C1=CC=C(C=C1)C(C)=O tris[4-(4-acetylphenyl)phenylthio]sulfonium tetrakis(pentafluorophenyl)borate 2-(p-Chlorophenoxy)ethyl-acrylate